2,2'-bis(4-methylbenzoyl)-4,4'-bis(3-aminophenoxy)biphenyl CC1=CC=C(C(=O)C2=C(C=CC(=C2)OC2=CC(=CC=C2)N)C2=C(C=C(C=C2)OC2=CC(=CC=C2)N)C(C2=CC=C(C=C2)C)=O)C=C1